1-(2-Cyclopropyl-2-oxoethyl)-3,5,7-triaza-1-azoniatricyclo[3.3.1.13,7]decane bromide [Br-].C1(CC1)C(C[N+]12CN3CN(CN(C1)C3)C2)=O